8-(3-chloro-2-fluorophenyl)-9-(4-((1-(3-fluoropropyl)azetidin-3-ylidene)methyl)phenyl)-6,7-dihydro-5H-benzo[7]annulene-3-carboxylic acid ClC=1C(=C(C=CC1)C=1CCCC2=C(C1C1=CC=C(C=C1)C=C1CN(C1)CCCF)C=CC(=C2)C(=O)O)F